C(C)(=O)NC1CC(C1)N1C2=NC=NC(=C2N=C1)NCC1CCN(CC1)CC1CCN(CC1)C(=O)OC(C)(C)C tert-butyl 4-((4-(((9-((1s,3s)-3-acetamidocyclobutyl)-9H-purin-6-yl)amino)methyl)piperidin-1-yl)methyl)piperidine-1-carboxylate